(3R,4R)-3-[(1R)-1-[4-[[4-(3-fluoroazetidin-1-yl)-6-methyl-2-pyridyl]oxymethyl]phenyl]ethyl]-3,4-dimethyl-pyrrolidin-2-one FC1CN(C1)C1=CC(=NC(=C1)C)OCC1=CC=C(C=C1)[C@@H](C)[C@]1(C(NC[C@@H]1C)=O)C